FC(C1=NN=C(O1)C1=C(C=C(C=C1)CN1N=C(N=N1)C1=CC2=C(N=CN=C2N)S1)F)F 6-[2-[[4-[5-(difluoromethyl)-1,3,4-oxadiazol-2-yl]-3-fluorophenyl]methyl]tetrazol-5-yl]thieno[2,3-d]pyrimidin-4-amine